ClC1=C(C(=O)NC(C(=O)O)CCN(CCCCC2=NC=3NCCCC3C=C2)CCS(=O)(=O)C)C=CC=C1F 2-[(2-chloro-3-fluoro-benzoyl)amino]-4-[2-methylsulfonylethyl-[4-(5,6,7,8-tetrahydro-1,8-naphthyridin-2-yl)butyl]amino]butanoic acid